O[C@@H](CC(=O)O)CC (R)-3-hydroxyvaleric acid